[Cl-].C(CCCCC)N1C=[N+](C=C1)C 1-n-hexyl-3-methylimidazolium chloride salt